C(#N)C(=CC1=C(C=CC=C1)O)C#N dicyanovinyl-phenol